O=C1[C@@H]2CCC[C@H](C[C@H]1C(=O)OCC)N2C(=O)OC(C)(C)C |&1:8| racemic-9-(tert-butyl) 3-ethyl (1S,5R)-2-oxo-9-azabicyclo[3.3.1]nonane-3,9-dicarboxylate